C(C)(=O)N1C[C@@H](CC1)CCC(=O)NC1=NC=C(C(=C1)C1=C2N(N=C1)CC(C2)(C)C)Cl (R)-3-(1-acetylpyrrolidin-3-yl)-N-(5-chloro-4-(5,5-dimethyl-5,6-dihydro-4H-pyrrolo[1,2-b]pyrazol-3-yl)pyridin-2-yl)propanamide